CCCCCCCCCC(C)C(C(=O)SCCNC(=O)CCNC(=O)[C@@H](C(C)(C)COP(=O)([O-])OP(=O)([O-])OC[C@@H]1[C@H]([C@H]([C@@H](O1)N2C=NC3=C(N=CN=C32)N)O)OP(=O)([O-])[O-])O)O The molecule is a medium chain fatty acyl-CoA(4-) arising from deprotonation of the phosphate and diphosphate functions of 2-hydroxy-3-methyldodecanoyl-CoA; major species at pH 7.3. It derives from a 3-methyldodecanoyl-CoA(4-). It is a conjugate base of a 2-hydroxy-3-methyldodecanoyl-CoA.